FC(OC1=C(C(=O)NN)C=CC=C1)(F)F 2-(trifluoromethoxy)benzohydrazide